[O-2].C(C(CC(C)=O)=O)[Ti+2]CC(CC(C)=O)=O bis(2,4-pentanedionyl)Titanium oxide